(E)-2-(7-methyl-5-oxo-1-phenyloct-1-en-3-yl)malonic acid di-tert-butyl ester C(C)(C)(C)OC(C(C(=O)OC(C)(C)C)C(/C=C/C1=CC=CC=C1)CC(CC(C)C)=O)=O